P(=O)(O)(O)O.FC=1C=C(C=CC1C=1C=NC(=CC1)C=1N=NN(N1)CCC)N1C(O[C@@H](C1)C(C(F)F)O)=O (S)-3-(3-fluoro-4-(6-(2-propyl-2H-tetrazol-5-yl)pyridin-3-yl)phenyl)-5-(1-hydroxy-2,2-difluoro-ethyl)oxazolidin-2-one phosphate